ClC=1C=C2C(=NC1OC)C(=C(N2C)C2=NNC(=N2)N(C)C)N2C=NC=C2 3-(6-chloro-3-(1H-imidazol-1-yl)-5-methoxy-1-methyl-1H-pyrrolo[3,2-b]pyridin-2-yl)-N,N-dimethyl-1H-1,2,4-triazol-5-amine